O=C1[C@@]2(C=3C(=NC=CC3)N1)CC1=C(SC(=C1)C(=O)OCC)C2 Ethyl (S)-2'-oxo-1',2',4,6-tetrahydrospiro[cyclopenta[b]thiophene-5,3'-pyrrolo[2,3-b]pyridine]-2-carboxylate